F[Sb-](F)(F)(F)(F)F.ClC1=C(C=CC(=C1)C(C1=CC=CC=C1)=O)SC1=CC=C(C=C1)[S+](C1=CC=C(C=C1)OCCO)C1=CC=C(C=C1)OCCO 4-(2-chloro-4-benzoylphenylthio)phenylbis(4-(β-hydroxyethoxy)phenyl)sulfonium hexafluoroantimonate